The molecule is a hydrate that is the dihydrate form of calcium chloride. It is a hydrate, a calcium salt and an inorganic chloride. It contains a calcium dichloride. O.O.[Cl-].[Cl-].[Ca+2]